C1=C(C=C2C=CC3=CC=CC4=CC=C1C2=C34)N(C3=CC=CC=C3)C3=CC=C(C=C3)C3=CC=C(C=C3)N(C3=CC4=CC=C2C=CC=C1C=CC(=C3)C4=C12)C1=CC=CC=C1 4,4'-bis[N-(2-pyrenyl)-N-phenylamino]biphenyl